C(C)(C)(C)OC(=O)[C@H]1[C@@H](C1)CCCCCOS(=O)(=O)C1=CC=C(C)C=C1 |r| Rac-(1r,2r)-2-(5-(p-toluenesulfonyloxy)pentyl)cyclopropane-1-carboxylic acid tert-butyl ester